NC=1C(=NC2=CC=C(C=C2C1C1=C(C(=CC=C1C)O)C)C(F)(F)F)C(=O)N (P)-3-amino-4-(3-hydroxy-2,6-dimethylphenyl)-6-(trifluoromethyl)quinoline-2-carboxamide